methyl 2-(2-fluoro-phenyl)-propionate FC1=C(C=CC=C1)C(C(=O)OC)C